1-phenylethane-1,2-diyl dicarbamate C(N)(OC(COC(N)=O)C1=CC=CC=C1)=O